4-((4-aminophenyl)methyl)-2-naphthylbenzenamine NC1=CC=C(C=C1)CC1=CC(=CC2=CC=CC=C12)C1=C(C=CC=C1)N